ClC1=C(C(=NN1)C)C1=NC2=CC(=C(C=C2C(=C1)C(C)C)C1=NN(C(=N1)CO)C)F (3-(2-(5-Chloro-3-methyl-1H-pyrazol-4-yl)-7-fluoro-4-isopropylquinolin-6-yl)-1-methyl-1H-1,2,4-triazol-5-yl)methanol